2-(styrenesulfonyl)acetic acid C(=CC1=CC=CC=C1)S(=O)(=O)CC(=O)O